ClC=1N=CC2=C(N1)N=C(C=C2)Cl 2,7-dichloropyrido[2,3-d]pyrimidine